manganese (manganite) [Mn](=O)([O-])[O-].[Mn+2]